ClC1=CC=C(C=C1)C#CCOC1=C(C=C(C=C1)CCNC([C@@H](NS(=O)(=O)C)C(C)C)=O)OC N-[2-(4-{[3-(4-chlorophenyl)prop-2-yn-1-yl]oxy}-3-methoxyphenyl)ethyl]-N2-(methylsulfonyl)valinamide